C(C1CO1)OC(C)[Si](OC)(OC)C α-glycidoxyethyl-methyldimethoxysilane